6-(1-(ethyl-sulfonyl)piperidin-4-yl)-1-isopropyl-4-(4-methoxyphenyl)-1H-imidazo[4,5-c]pyridine C(C)S(=O)(=O)N1CCC(CC1)C1=CC2=C(C(=N1)C1=CC=C(C=C1)OC)N=CN2C(C)C